3''-chloro-3-(2-hydroxypropan-2-yl)-4''-((3-methoxypyridin-2-yl)methoxy)-5',6''-diMethyl-2H,2''H-[1,2':4',1''-terpyridine]-2,2''-dione ClC=1C(N(C(=CC1OCC1=NC=CC=C1OC)C)C1=CC(=NC=C1C)N1C(C(=CC=C1)C(C)(C)O)=O)=O